C1N(CC[C@]12NCCOC2)C(=O)[O-] (S)-9-oxa-2,6-diazaspiro[4.5]decane-2-carboxylate